7-chloro-5-(3-chloro-2-methylphenyl)imidazo[1,2-a]quinoxalin-4(5H)-one ClC=1C=C2N(C(C=3N(C2=CC1)C=CN3)=O)C3=C(C(=CC=C3)Cl)C